C(C1=CC=CC=C1)NC1=C2N=CN(C2=NC(=N1)C1=CC(=CC(=C1)F)F)[C@H]1[C@@H]([C@@H]([C@H](O1)C(=O)NC)O)O (2S,3S,4R,5R)-5-(6-(benzylamino)-2-(3,5-difluorophenyl)-9H-purin-9-yl)-3,4-dihydroxy-N-methyltetrahydrofuran-2-carboxamide